C(C)(C)(C)OC(=O)N1C(C=2C(=C(C=3CN(CCC3N2)CC2=CC=CC=C2)C)C1)O 7-benzyl-3-hydroxy-9-methyl-1,3,5,6,7,8-hexahydro-2,4,7-triaza-cyclopenta[b]naphthalene-2-carboxylic acid tert-butyl ester